pyridine-2,3-dione N=1C(C(C=CC1)=O)=O